ClC(C(=O)O)Cl.NC1=NC=2C=C(C=CC2C2=C1N=C(N2)CN(C(OC(C)(C)C)=O)CC)C2=NNC=C2 tert-butyl ((4-amino-7-(1H-pyrazol-3-yl)-1H-imidazo[4,5-c]quinolin-2-yl)methyl)(ethyl)carbamate Dichloroacetic Acid Salt